1-[4-(1,1-dimethylethyl)-2,6-dimethyl-3,5-dinitrophenyl]-ethanone CC(C)(C)C1=C(C(=C(C(=C1[N+](=O)[O-])C)C(C)=O)C)[N+](=O)[O-]